O=S1(NC2(CN(C2)C(=O)N2CC3(C2)CCC(CC3)CC3=NN=C(N3)C(F)(F)F)CC1)=O (6,6-dioxo-6lambda6-thia-2,5-diazaspiro[3.4]octan-2-yl)-[7-[[5-(trifluoromethyl)-4H-1,2,4-triazol-3-yl]methyl]-2-azaspiro[3.5]nonan-2-yl]methanone